1-(3-Bromopyridin-2-yl)ethan-1-one BrC=1C(=NC=CC1)C(C)=O